FC(C1=CC=C(C=C1)C#C[C@H]1CN(CC1)C(C=C)=O)(F)F |o1:10| 1-[(3S*)-3-{2-[4-(trifluoromethyl)phenyl]ethynyl}pyrrolidin-1-yl]prop-2-en-1-one